FC1=CC=C(C=N1)C(=O)[O-] 6-fluoropyridine-3-carboxylate